ClC=1C=C(C=CC1Cl)C(C1=NN=C(O1)C1CNCC12CN(C2)C(C(C#N)(C)C)=O)(F)F 3-(8-(5-((3,4-dichlorophenyl)difluoromethyl)-1,3,4-oxadiazol-2-yl)-2,6-diazaspiro[3.4]octan-2-yl)-2,2-dimethyl-3-oxopropanenitrile